N(=[N+]=[N-])[C@H](C(=O)N1[C@@H](C[C@H](C1)O)C(=O)N[C@@H](CO)C1=CC=C(C=C1)C1=CC=NN1CC)C(C)C (2S,4R)-1-((S)-2-azido-3-methylbutyryl)-N-((R)-1-(4-(1-ethyl-1H-pyrazol-5-yl)phenyl)-2-hydroxyethyl)-4-hydroxypyrrolidine-2-carboxamide